2-pyrrolidin-2-ylethanol N1C(CCC1)CCO